5-bromo-7-(methylthio)-2,3-dihydro-[1,4]dioxino[2,3-c]pyridine BrC1=NC(=CC2=C1OCCO2)SC